3,4-dihydropyrazino[2,3-b]Pyrazin-2(1H)-one N1C(CNC=2C1=NC=CN2)=O